3-methoxy-4-((trimethylsilyl)ethynyl)thiophene-2-carbaldehyde COC1=C(SC=C1C#C[Si](C)(C)C)C=O